C(=O)C1CC[C@@]2([C@H]3CC[C@]4([C@H]([C@@H]3CC[C@H]2C1)CC[C@@H]4[C@@H](CCCC(=O)OC)C)C)C Methyl (5R)-5-[(1R,3aS,3bR,5aS,9aS,9bS,11aR)-7-formyl-9a,11a-dimethylhexadecahydro-1H-cyclopenta[1,2-a]phenanthren-1-yl]hexanoate